BrC(C=C(F)F)(F)F 3-bromo-1,1,3,3-tetrafluoroprop-1-ene